ClC1=C2N=CN(C2=NC(=N1)C1=NC(=CC=C1)C)CC1=CC=C(C=C1)OC 6-chloro-9-(4-methoxybenzyl)-2-(6-methyl-pyridin-2-yl)-9H-purine